17-(cyclopropylmethyl)-3,14β-dihydroxy-4,5α-epoxy-6β-[N-methyl-trans-3-(3-furanyl)acrylamido]morphinan C1(CC1)CN1[C@H]2[C@@]3(CC[C@H]([C@H]4[C@@]3(C=3C(=C(C=CC3C2)O)O4)CC1)N(C(\C=C\C1=COC=C1)=O)C)O